Cl.NC(C(=O)NC1=NC(=C(C=C1)C=1C(=[N+](C=C(C1)C)[O-])C)F)=C(C1CC1)C1CC1 (2S)-2-amino-3,3-dicyclopropyl-N-[5-(2,5-dimethyl-1-oxido-pyridin-1-ium-3-yl)-6-fluoro-2-pyridyl]propenamide hydrochloride